(E)-N-[4-[(3-chloro-4-fluorophenyl)amino]-7-methoxyquinazolin-6-yl]-4-(piperidin-1-yl)-2-butenamide ClC=1C=C(C=CC1F)NC1=NC=NC2=CC(=C(C=C12)NC(\C=C\CN1CCCCC1)=O)OC